3-ethynyl-6-(2-methoxy-ethoxy)-1H-indazole C(#C)C1=NNC2=CC(=CC=C12)OCCOC